ClC1=C(C(=C(C=C1OC)OC)Cl)C=1C(N(C2=CC(=NC=C2C1)C=1C=NN(C1)C)C1CCOCC1)=O 3-(2,6-dichloro-3,5-dimethoxyphenyl)-7-(1-methyl-1H-pyrazol-4-yl)-1-(tetrahydro-2H-pyran-4-yl)-1,6-naphthyridin-2(1H)-one